(((((Benzyloxy)carbonyl)-L-alanyl)oxy)methyl)quinuclidin-1-ium 2,2,2-trifluoroacetate FC(C(=O)[O-])(F)F.C(C1=CC=CC=C1)OC(=O)N[C@@H](C)C(=O)OC[N+]12CCC(CC1)CC2